C(#N)C1=CC(=C(COC2=CC=CC(=N2)N2CCC3(CC3C3=NC4=C(N3CCOC)C=C(C=C4)C(=O)OC)CC2)C=C1)F Methyl 2-(6-(6-((4-cyano-2-fluorobenzyl)oxy)pyridin-2-yl)-6-azaspiro[2.5]octan-1-yl)-1-(2-methoxyethyl)-1H-benzo[d]imidazole-6-carboxylate